C1(CC1)C1=CC(=C(C(=C1)C)N1N=C2C(N=C(NC2=O)N2CCN(CC2)CC)=N1)F 2-(4-cyclopropyl-2-fluoro-6-methyl-phenyl)-5-(4-ethylpiperazin-1-yl)-6H-triazolo[4,5-d]pyrimidin-7-one